5-bromo-1-cyclopropyl-3-((3-(piperazin-1-yl)phenyl)sulfonyl)-1H-indole BrC=1C=C2C(=CN(C2=CC1)C1CC1)S(=O)(=O)C1=CC(=CC=C1)N1CCNCC1